(S)-6-(1-amino-1,3-dihydrospiro[indene-2,4'-piperidine]-1'-yl)-3-(1-methyl-2,2-dioxo-1H-benzo[c][1,2]thiazin-4-yl)-1,5-dihydro-4H-pyrazolo[3,4-d]pyrimidin-4-one N[C@@H]1C2=CC=CC=C2CC12CCN(CC2)C=2NC(C1=C(N2)NN=C1C=1C2=C(N(S(C1)(=O)=O)C)C=CC=C2)=O